Methylpyridine-2,3-diamine CC1=C(C(=NC=C1)N)N